1-((R)-1-(4-(8-chloro-[1,2,4]triazolo[1,5-a]pyrazin-6-yl)-5-methylpyridin-2-yl)ethyl)-3-(6,6-difluoro-1-(2-hydroxyethoxy)heptan-3-yl)-1-ethylurea ClC=1C=2N(C=C(N1)C1=CC(=NC=C1C)[C@@H](C)N(C(=O)NC(CCOCCO)CCC(C)(F)F)CC)N=CN2